CNC=1C(C(C1NCC1=NC=C(C=C1)C1=NOC(=N1)C(F)(F)F)=O)=O (methylamino)-4-(((5-(5-(trifluoromethyl)-1,2,4-oxadiazol-3-yl)pyridin-2-yl)methyl)amino)cyclobut-3-ene-1,2-dione